tridecyl eicos-11-enoate C(CCCCCCCCCC=CCCCCCCCC)(=O)OCCCCCCCCCCCCC